5-(3-((4-(2-fluoro-4-methoxyphenyl)piperazin-1-yl)methyl)piperidin-1-yl)-2-(furan-2-yl)-[1,2,4]triazolo[1,5-a][1,3,5]triazine-7-amine FC1=C(C=CC(=C1)OC)N1CCN(CC1)CC1CN(CCC1)C1=NC=2N(C(=N1)N)N=C(N2)C=2OC=CC2